N1(CCCC1)C1=NC=CC=C1 2-(pyrrolidin-1-yl)pyridine